tert-butyl 9-(4-bromo-3-fluoro-phenyl)-3,9-diazaspiro[5.5]undecane-3-carboxylate BrC1=C(C=C(C=C1)N1CCC2(CCN(CC2)C(=O)OC(C)(C)C)CC1)F